(R)-4-(N-(4-cyclohexylbenzyl)-1-((perfluorophenyl)methyl)pyrrolidine-2-carboxamido)-2-hydroxybenzoic acid C1(CCCCC1)C1=CC=C(CN(C(=O)[C@@H]2N(CCC2)CC2=C(C(=C(C(=C2F)F)F)F)F)C2=CC(=C(C(=O)O)C=C2)O)C=C1